1,2,3,4-cyclobutanetetracarboxylic acid methyl ester COC(=O)C1C(C(C1C(=O)O)C(=O)O)C(=O)O